[1,3,2]dioxaphosphinin-2-amine O1P(OCC=C1)N